ClC1=CC(=C2C(=N1)C=CN2C)C=O C5-chloro-1-methyl-1H-pyrrolo[3,2-b]pyridine-7-carbaldehyde